5-(6-methyl-5-((1S,2R)-2-((E)-styryl)cyclopropyl)pyridazin-3-yl)pyrimidine CC1=C(C=C(N=N1)C=1C=NC=NC1)[C@@H]1[C@H](C1)\C=C\C1=CC=CC=C1